C1(CCCCC1)NC(COC1=CC2=C(C3=C(C(O2)=O)C=C(C=C3)OC)C=C1)=O N-cyclohexyl-2-((8-methoxy-6-oxo-6H-benzo[c]benzopyran-3-yl)oxy)acetamide